C12CNCC(N1C=1C(=C3CN(C(C3=CC1)=O)C1C(NC(CC1)=O)=O)F)C2 3-(5-(3,6-diazabicyclo[3.1.1]heptan-6-yl)-4-fluoro-1-oxoisoindolin-2-yl)piperidine-2,6-dione